[1,4]oxazepino[6,5-c]quinoline N=1C=COC=C2C=NC=3C=CC=CC3C21